2,4,6-trifluoro-2-phenoxy-4,6-dipropyloxy-cyclotriphosphazene FP1(=NP(=NP(=N1)(OCCC)F)(OCCC)F)OC1=CC=CC=C1